Cl.N1N=NC=C1C1[C@H]2CNC[C@@H]12 (1R,5S,6r)-6-(1H-1,2,3-triazol-5-yl)-3-azabicyclo[3.1.0]hexane hydrochloride